CN([C@H]1CN(CC1)C(CC(C=1N(C=CN1)C)O)=O)C 1-((R)-3-(dimethylamino)pyrrolidin-1-yl)-3-hydroxy-3-(1-methyl-1H-imidazol-2-yl)propan-1-one